1-butyl-3-methylimidazole trifluoroacetate salt FC(C(=O)O)(F)F.C(CCC)N1CN(C=C1)C